2-(5-(5-chloropyrimidin-2-yl)-2-azabicyclo[2.2.2]octan-2-yl)-4-((1-(hydroxymethyl)cyclobutyl)amino)-6,7-dihydrothieno[3,2-d]pyrimidine 5-oxide ClC=1C=NC(=NC1)C1C2CN(C(C1)CC2)C=2N=C(C1=C(N2)CCS1=O)NC1(CCC1)CO